11,13-hexadecadienal C(CCCCCCCCCC=CC=CCC)=O